Methyl (4Z)-6-{(4S,5R)-2,2-dimethyl-5-[(E)-2-(4,4,5,5-tetramethyl-1,3,2-dioxaborolan-2-yl)ethenyl]-1,3-dioxolan-4-yl}hex-4-enoate CC1(O[C@@H]([C@@H](O1)C\C=C/CCC(=O)OC)\C=C\B1OC(C(O1)(C)C)(C)C)C